FC1(C[C@H](N(C1)C(CNC(OC(C)(C)C)=O)=O)C(C(=O)NC1=CC2=CC=CC=C2C=C1)O)F tert-butyl (2-((2S)-4,4-difluoro-2-(1-hydroxy-2-(naphthalen-2-ylamino)-2-oxoethyl)pyrrolidin-1-yl)-2-oxoethyl)carbamate